C(N)(OS(=O)(=O)C=1SC(=CC1C1=CC(=C(C=C1)CN1C(=NC=C1)C(C)C)C#N)CC(C)C)=O ((3-(3-cyano-4-((2-isopropyl-1H-imidazol-1-yl) methyl) phenyl)-5-isobutylthiophene-2-yl) sulfonyl) carbamate